4-(tert-butyl)-2-ethyl-1-(4-((1H-pyrazol-1-yl)methyl)-2-nitrobenzyl)-1H-imidazole-2,4-dicarboxylic acid C(C)(C)(C)C1(NC(N(C1)CC1=C(C=C(C=C1)CN1N=CC=C1)[N+](=O)[O-])(C(=O)O)CC)C(=O)O